C1(C=CC(N1C=1C=C(C(=O)C2C(=O)N(C(C2)=O)O)C=CC1)=O)=O (M-maleimidobenzoyl)-N-hydroxysuccinimide